Tert-butyl 2-((5Z,8Z,11Z,14Z,17Z)-icosa-5,8,11,14,17-pentaenyloxy)propanoate C(CCC\C=C/C\C=C/C\C=C/C\C=C/C\C=C/CC)OC(C(=O)OC(C)(C)C)C